ClC1=C2C(=NC=C1OC=1C=NN3C1C(=NC=C3)NC)N=C(N2C)NC2=CC(=CC(=C2)C(F)(F)F)CN2C[C@H](CC2)OC (S)-7-chloro-N-(3-((3-methoxypyrrolidin-1-yl)methyl)-5-(trifluoromethyl)phenyl)-1-methyl-6-((4-(methylamino)pyrazolo[1,5-a]pyrazin-3-yl)oxy)-1H-imidazo[4,5-b]pyridin-2-amine